C1(=CC(=CC=C1)OC1CC2C(CN(C2)C(=O)N2N=C(C(=C2)C(F)(F)F)C(=O)O)C1)C1=CC=CC=C1 1-(trans-5-([1,1'-biphenyl]-3-yloxy)octahydro-cyclopenta[c]pyrrole-2-carbonyl)-4-(trifluoromethyl)-1H-pyrazole-3-carboxylic acid